bromo-7-fluoro-2-methyl-2,3-dihydro-1λ<6>-benzo[2,1-d][1,2]thiazole-1,1-dione BrC1N(S(C2=C1C=CC=C2F)(=O)=O)C